(S)-2-amino-N-(5-(1-(4-methoxybenzyl)-3,5-dimethyl-1H-pyrazol-4-yl)pyridin-2-yl)-2-((1r,4S)-4-methylcyclohexyl)acetamide dihydrochloride Cl.Cl.N[C@H](C(=O)NC1=NC=C(C=C1)C=1C(=NN(C1C)CC1=CC=C(C=C1)OC)C)C1CCC(CC1)C